FC1=C2C(=NC=3N(C2=CC=C1)C=NN3)N 6-fluoro-[1,2,4]triazolo[4,3-a]quinazolin-5-amine